C(CCCCCCC)SC[C@H](N)C(=O)O S-Octyl-Cysteine